C(CCCCCCC)C(CCCCCCCC)OC(CCCCCCCN(CCNC(/C=C/C(=O)NCCN(CCCCCCCC(=O)OC(CCCCCCCC)CCCCCCCC)CCCCCCCC(=O)OC(CCCCCCCC)CCCCCCCC)=O)CCCCCCCC(OC(CCCCCCCC)CCCCCCCC)=O)=O 1-octylnonyl 8-[2-[[(E)-4-[2-[bis[8-(1-octylnonoxy)-8-oxo-octyl]amino]ethylamino]-4-oxo-but-2-enoyl]amino]ethyl-[8-(1-octylnonoxy)-8-oxo-octyl]amino]octanoate